4-Phenyl-5H-pyrano[2,3-c:4,5-c']dipyridin-3-ol C1(=CC=CC=C1)C=1C2=C(C=NC1O)C1=C(C=NC=C1)OC2